5,6-bis(dodecyloxy)benzo[c][1,2,5]thiadiazole C(CCCCCCCCCCC)OC1=CC=2C(=NSN2)C=C1OCCCCCCCCCCCC